FC1(CCC(CC1)CNC=1N=CC2=C(N1)NC=C2C=2C=C(C=1N(C2)C=CN1)F)F N-((4,4-difluorocyclohexyl)methyl)-5-(8-fluoroimidazo[1,2-a]pyridin-6-yl)-7H-pyrrolo[2,3-d]pyrimidin-2-amine